2,15-bis(cyclohexyloxymethyl)-4,13-dioxo-3,14-dioxa-5,12-diazahexadecane-1,16-diyl bis(2-methylacrylate) CC(C(=O)OCC(OC(NCCCCCCNC(OC(COC(C(=C)C)=O)COC1CCCCC1)=O)=O)COC1CCCCC1)=C